3-iodo-5-(1-methyl-1H-pyrazol-4-yl)thieno[3,2-b]pyridine IC1=CSC=2C1=NC(=CC2)C=2C=NN(C2)C